C1(=CC=CC2=CC=CC=C12)C(C)N1C(CCC1)=O N-(R)-(1-(naphthalen-1-yl)ethyl)pyrrolidone